C(C1=CC=CC=C1)N(C(C)=O)C(=C)C1=CC=C(C=C1)I N-benzyl-N-(1-(4-iodophenyl)vinyl)acetamide